(R)-2-(7-(5-chloro-2-(((1S,3R)-3-hydroxycyclopentyl)amino)pyrimidin-4-yl)-1-oxopyrrolo[1,2-a]pyrazin-2(1H)-yl)-N-((S)-1-(3-fluoro-5-methoxyphenyl)-2-hydroxyethyl)propionamide ClC=1C(=NC(=NC1)N[C@@H]1C[C@@H](CC1)O)C=1C=C2N(C=CN(C2=O)[C@@H](C(=O)N[C@H](CO)C2=CC(=CC(=C2)OC)F)C)C1